2-(2-((tert-butyldimethylsilyl)oxy)ethyl)-5-methylpiperazine [Si](C)(C)(C(C)(C)C)OCCC1NCC(NC1)C